5-(aminomethyl)-N-(1-(3'-chloro-5-(1H-pyrazol-4-yl)-[1,1'-biphenyl]-3-yl)ethyl)-2-methylbenzamide NCC=1C=CC(=C(C(=O)NC(C)C=2C=C(C=C(C2)C=2C=NNC2)C2=CC(=CC=C2)Cl)C1)C